1-methyl-5-oxopyrrolidine-2-carboxylic acid CN1C(CCC1=O)C(=O)O